FC(C(=O)[O-])(C(C(C(C(C(C(C(F)(F)F)(F)F)(F)F)(F)F)(F)F)(F)F)(F)F)F.[Na+].[Na+].C(C)(C)(C)OC(=O)N1CCN(CC1)C1=NC=CC=C1NCCCCC.FC(C(=O)[O-])(C(C(C(C(C(C(C(F)(F)F)(F)F)(F)F)(F)F)(F)F)(F)F)(F)F)F tert-Butoxycarbonyl-4-(3-pentylamino-2-pyridyl)piperazine disodium perfluorononanoate